FC(C(=O)O)(F)F.C=C(C(=O)OC1=CC=C(C=C1)C[C@@H](C(=O)OCC1=CC=CC=C1)N)CC(=O)OC (S)-1-(4-(2-amino-3-(benzyloxy)-3-oxopropyl)phenyl) 4-methyl 2-methylenesuccinate, Trifluoroacetate Salt